N1(CCCC1)C1=CC(=NC=N1)N 6-pyrrolidin-1-yl-pyrimidin-4-amine